(1r,3r)-N-((6-fluoroisoquinolin-5-yl)methyl)-3-(3-(2-(trifluoromethyl)oxetan-2-yl)Phenoxy)cyclobutane-1-amine FC=1C(=C2C=CN=CC2=CC1)CNC1CC(C1)OC1=CC(=CC=C1)C1(OCC1)C(F)(F)F